3-(9-ethyl-9H-carbazol-2-yl)-3-(p-tolylamino)propionic acid C(C)N1C2=CC=CC=C2C=2C=CC(=CC12)C(CC(=O)O)NC1=CC=C(C=C1)C